C(C)(=O)OI(C1=CC=CC=C1)OC(C)=O Acetoxyphenyliodo acetate